(R)-5-chloro-N-(2,4-difluoro-3-(2-(2-hydroxy-1-phenylethylamino)quinazolin-6-yl)phenyl)-2-(trifluoromethyl)benzenesulfonamide ClC=1C=CC(=C(C1)S(=O)(=O)NC1=C(C(=C(C=C1)F)C=1C=C2C=NC(=NC2=CC1)N[C@@H](CO)C1=CC=CC=C1)F)C(F)(F)F